OCC1CCC(CC1)N1N=C2C(=CC(=CC2=C1)NC(=O)C1=NC(=CC=C1)C(F)(F)F)OC N-[2-[4-(hydroxymethyl)cyclohexyl]-7-methoxy-indazol-5-yl]-6-(trifluoromethyl)pyridine-2-carboxamide